FC(C1=CC=2N(C=C1)C(=CN2)C2=C1CNC(C1=C(C=C2)NC2=NC=C(C=C2)[C@]2(COCC2)O)=O)F (R)-4-(7-(difluoro-methyl)imidazo[1,2-a]pyridin-3-yl)-7-((5-(3-hydroxytetra-hydrofuran-3-yl)pyridin-2-yl)amino)isoindolin-1-one